1-(benzo[d][1,3]dioxol-5-ylmethyl)-3-(4-(1-(cyclopropanecarbonyl)indolin-5-yl)-5-methylthiazol-2-yl)imidazolidin-2-one O1COC2=C1C=CC(=C2)CN2C(N(CC2)C=2SC(=C(N2)C=2C=C1CCN(C1=CC2)C(=O)C2CC2)C)=O